((3S,4S)-4-(3-fluorophenyl)piperidin-3-yl)-5,6-dihydrobenzo[f]pyrazolo[1,5-d][1,4]oxazepin-9-carboxamide FC=1C=C(C=CC1)[C@@H]1[C@H](CNCC1)C=1C=NN2CCOC3=C(C21)C=CC(=C3)C(=O)N